1-((2-(2-ethyl-1H-benzimidazol-1-yl)-9-methyl-6-morpholinyl-9H-purin-8-yl)methyl)-4-(1-methylpiperidin-4-yl)piperazin-2-one C(C)C1=NC2=C(N1C1=NC(=C3N=C(N(C3=N1)C)CN1C(CN(CC1)C1CCN(CC1)C)=O)N1CCOCC1)C=CC=C2